F[B-](F)(F)F.CC1=NC(=CC=C1)C=C 2-methyl-6-vinylpyridine tetrafluoroborate